C(C)OC1=CC=CC(=N1)C1=CC=C(C=C1)[C@@H](C)N1N=CC2=CC=CC(=C12)C(=O)NC1CC2(CCC2)C1 (Ra)-6-(1-((R)-1-(4-(6-Ethoxypyridin-2-yl)phenyl)ethyl)-1H-indazol-7-carboxamido)spiro[3.3]heptan